4-cyclopropyl-2-[[(3S)-3-methylpiperidin-1-yl]methyl]-1,6-dihydropyrrolo[2,3-c]pyridin-7-one C1(CC1)C=1C2=C(C(NC1)=O)NC(=C2)CN2C[C@H](CCC2)C